tert-butyl (3S)-3-[6-(5-methyl-1H-pyrazol-4-yl)-4-oxo-3,4-dihydrothieno[3,2-d]pyrimidin-2-yl]-2-azabicyclo[2.2.2]octane-2-carboxylate CC1=C(C=NN1)C1=CC=2N=C(NC(C2S1)=O)[C@H]1N(C2CCC1CC2)C(=O)OC(C)(C)C